but-2-ynyl (6S)-6-[4-(3-pyrazin-2-yl-2-pyridyl) piperazin-1-yl]-2-azaspiro-[3.4]octane-2-carboxylate N1=C(C=NC=C1)C=1C(=NC=CC1)N1CCN(CC1)[C@@H]1CC2(CN(C2)C(=O)OCC#CC)CC1